2,3,4,5-tetrafluoro-N-(3-fluoro-4-methoxyphenyl)-6-(2,2,2-trifluoroacetyl)benzenesulfonamide FC1=C(C(=C(C(=C1F)F)F)C(C(F)(F)F)=O)S(=O)(=O)NC1=CC(=C(C=C1)OC)F